1-ETHYLCYCLOBUTANECARBOXYLIC ACID C(C)C1(CCC1)C(=O)O